(4-cyclohexylpiperazine-1-yl)-butan-1-one C1(CCCCC1)N1CCN(CC1)C(CCC)=O